C(CCCCC)C(C(=O)[O-])(CCCCCCC)CCCCCC.[Nd+3].C(CCCCC)C(C(=O)[O-])(CCCCCCC)CCCCCC.C(CCCCC)C(C(=O)[O-])(CCCCCCC)CCCCCC Neodymium (2,2-dihexylnonanoate)